N,N'-bis[4-(1-naphthylphenylamino)phenyl]-N,N'-diphenyl-[1,1'-biphenyl]-4,4'-diamine C1(=CC=CC2=CC=CC=C12)N(C1=CC=C(C=C1)N(C1=CC=C(C=C1)C1=CC=C(C=C1)N(C1=CC=CC=C1)C1=CC=C(C=C1)N(C1=CC=CC=C1)C1=CC=CC2=CC=CC=C12)C1=CC=CC=C1)C1=CC=CC=C1